3-(4-fluorophenyl)-N-(4-(4-methoxy-2-nitrophenyl)pyridin-2-yl)propanamide FC1=CC=C(C=C1)CCC(=O)NC1=NC=CC(=C1)C1=C(C=C(C=C1)OC)[N+](=O)[O-]